N-(2,4-dimethoxyphenyl)acrylamide COC1=C(C=CC(=C1)OC)NC(C=C)=O